5-(4-{[1-({[4-(trifluoromethyl)phenyl]methyl}carbamoyl)-D-prolyl]amino}phenyl)pyridine-2-carboxylic acid FC(C1=CC=C(C=C1)CNC(=O)N1[C@H](CCC1)C(=O)NC1=CC=C(C=C1)C=1C=CC(=NC1)C(=O)O)(F)F